2-(4-(4-(Benzyloxy)-2-(4-propylphenethyl)-6-((tetrahydro-2H-pyran-2-yl)methoxy)pyridin-3-yl)phenoxy)acetic acid C(C1=CC=CC=C1)OC1=C(C(=NC(=C1)OCC1OCCCC1)CCC1=CC=C(C=C1)CCC)C1=CC=C(OCC(=O)O)C=C1